5-Chloro-2-ethoxy-N-(2-fluoro-5-(5-(furan-2-yl)-1,3,4-oxadiazol-2-yl)phenyl)benzamide ClC=1C=CC(=C(C(=O)NC2=C(C=CC(=C2)C=2OC(=NN2)C=2OC=CC2)F)C1)OCC